2-[(5,6-diphenyl-1,2,4-triazin-3-yl)oxy]-N-methyl-acetamide C1(=CC=CC=C1)C=1N=C(N=NC1C1=CC=CC=C1)OCC(=O)NC